C(C)(C)(C)[C@H]1N(CCN(C1CO)CC1CCN(CC1)C(=O)OCC1=CC=CC=C1)C(=O)OCC=1N(C2=C(C(=NC=3C=CC=CC23)N)N1)CC1=CC=C(C=C1)CN (4-amino-1-(4-(aminomethyl)benzyl)-1H-imidazo[4,5-c]quinolin-2-yl)methanol tert-butyl-(R)-4-((1-((benzyloxy)carbonyl)piperidin-4-yl)methyl)-3-(hydroxymethyl)piperazine-1-carboxylate